NC1=C2C(=NC=N1)N(N=C2C2=CC=C(C=C2)OC2=CC=CC=C2)[C@H]2CN(CCC2)C(=O)N2CC(C2)N2CCN(CC2)C=2C=C1C(N(C(C1=CC2)=O)[C@H]2C(NC(CC2)=O)=O)=O 5-(4-(1-((R)-3-(4-amino-3-(4-phenoxyphenyl)-1H-pyrazolo[3,4-d]pyrimidin-1-yl)piperidine-1-carbonyl)azetidin-3-yl)piperazin-1-yl)-2-((R)-2,6-dioxopiperidin-3-yl)isoindoline-1,3-dione